5-methoxy-6-(3-(4-(trifluoromethyl)phenyl)pyrrolidin-1-yl)pyridin-3-amine COC=1C=C(C=NC1N1CC(CC1)C1=CC=C(C=C1)C(F)(F)F)N